(3-chloro-4,5,6,7-tetrahydropyrazolo[1,5-a]pyridin-2-yl)-5-[methyl-(prop-2-ynyl)amino]pyrazole-4-carbonitrile ClC=1C(=NN2C1CCCC2)C2=NNC(=C2C#N)N(CC#C)C